BrC1=CC=C2C(=C1F)OCC[C@]21N=C2N(C=C(C=C2OC(F)F)C(F)(F)F)C1 (S)-7-bromo-8'-(difluoromethoxy)-8-fluoro-6'-(trifluoromethyl)-3'H-spiro[chroman-4,2'-imidazo[1,2-a]pyridine]